N2,N4-dibutyl-N2,N4-bis(1-hydroxy-2,2,6,6-tetramethyl-4-piperidyl)-1,3,5-triazine-2,4,6-triamine C(CCC)N(C1=NC(=NC(=N1)N(C1CC(N(C(C1)(C)C)O)(C)C)CCCC)N)C1CC(N(C(C1)(C)C)O)(C)C